C(=O)OC1=C(C=CC(=C1)C(F)(F)F)C1=C2C(=C(N=N1)N[C@H]1CNC[C@@H](C1)F)C=NC=C2 2-(4-{[(3R,5R)-5-fluoropiperidin-3-yl]amino}pyrido[3,4-d]pyridazin-1-yl)-5-(trifluoromethyl)phenol formate